[1,2,4]TRIAZOLO[1,5-A]PYRIMIDINONE N1C(N=C2N1C=CC=N2)=O